rac-1-(3-(aminomethyl)phenyl)-N-(5-(3-cyclopropyl-1-hydroxy-1-(pyridin-2-yl)propyl)-2-fluorophenyl)-3-(trifluoromethyl)-1H-pyrazole-5-carboxamide NCC=1C=C(C=CC1)N1N=C(C=C1C(=O)NC1=C(C=CC(=C1)[C@](CCC1CC1)(C1=NC=CC=C1)O)F)C(F)(F)F |r|